COC1=C(C=CC(=C1)OC)CNC=1C2=C(N=CN1)N(C=C2C2=NN(C=C2)C)[C@H]2[C@@H]([C@@H]([C@H](O2)C(=O)N[C@H]2CN(CCC2)C)O)O (2S,3S,4R,5R)-5-(4-{[(2,4-dimethoxyphenyl)methyl]amino}-5-(1-methyl-1H-pyrazol-3-yl)-7H-pyrrolo[2,3-d]pyrimidin-7-yl)-3,4-dihydroxy-N-[(3R)-1-methylpiperidin-3-yl]oxolane-2-carboxamide